(E)-N-(4-bromo-3-(2,2,2-trifluoroethoxy)benzylidene)-2-methylpropane-2-sulfinamide BrC1=C(C=C(\C=N\S(=O)C(C)(C)C)C=C1)OCC(F)(F)F